N1C=CC2=CC(=CC=C12)C=1N=C(SC1CC(C)C)N(CCC(=O)O)CC1=CC=CC=C1 3-((4-(1H-indol-5-yl)-5-isobutylthiazol-2-yl)(benzyl)amino)propionic acid